CC1CN(CCC1)CC=1C=C2C3=C(C(NC3=CC=C2)=O)C1 4-((3-methylpiperidin-1-yl)methyl)benzo[cd]indole-2(1H)-one